N1(CCCC1)C(=O)OC1=C(C(=CC=C1)C)OC(=O)N1CCCC1 3-methyl-1,2-phenylene bis(pyrrolidine-1-carboxylate)